C1(=CC=CC=C1)C1=NC(=CC(=C1)C=1C(=C(C#N)C(=C(C1N1C2=C(C3=CC=CC=C13)C=CN=C2)N2C1=C(C3=CC=CC=C23)C=CN=C1)N1C2=C(C3=CC=CC=C13)C=CN=C2)N2C1=C(C3=CC=CC=C23)C=CN=C1)C1=CC=CC=C1 3-(2,6-diphenylpyridin-4-yl)-2,4,5,6-tetrakis(9H-pyrido[3,4-b]indol-9-yl)benzonitrile